CN(C1CC(C1)OC1=C(C#N)C=C(C=N1)[N+](=O)[O-])C 2-((1s,3s)-3-(dimethylamino)cyclobutoxy)-5-nitronicotinonitrile